CC1=CC(=NC=C1)NC=1SC=C(N1)C1=NC=CC=C1C1=CC=CC=C1 4-Methyl-N-[4-(3-phenylpyridin-2-yl)-1,3-thiazol-2-yl]pyridin-2-amine